8-vinyloctyltriethoxysilane C(=C)CCCCCCCC[Si](OCC)(OCC)OCC